C(C=C)S(=O)(=O)N1CCN(CC1)C1=NC(=NC(=C1)C1=CC=C(C=C1)Cl)C=1C=NC=CC1 (4-(allylsulfonyl)piperazin-1-yl)-6-(4-chlorophenyl)-2-(pyridin-3-yl)pyrimidine